OC1=C2C(=CC(N(C2=NC(=C1)C(F)(F)F)C1=CC=CC=C1)=O)NC 5-Hydroxy-4-(methylamino)-2-oxo-1-phenyl-7-(trifluoromethyl)-1,2-dihydro-1,8-naphthyridine